CC1=C(CN2C3=C(C(=C(CC2=O)C(=O)OC)O)C=CC=C3)C=CC(=C1)C Methyl 1-(2,4-dimethylbenzyl)-5-hydroxy-2-oxo-2,3-dihydro-1H-benzo[b]azepine-4-carboxylate